ClC1=C(C=CC(=C1)Cl)C=1CCCC2=C(C1C1=CC=C(C=C1)O[C@@H]1CN(CC1)CCCF)C=CC(=C2)C2C(NC(N2)=O)=O 5-(8-(2,4-dichlorophenyl)-9-(4-(((S)-1-(3-fluoropropyl)pyrrolidin-3-yl)oxy)phenyl)-6,7-dihydro-5H-benzo[7]annulen-3-yl)imidazolidine-2,4-dione